CC=1C=C(C=CC1)S(=O)(=O)O 3-methylbenzenesulphonic acid